7-(4-fluorophenyl)-5-[4-fluoro-2-(2,2,2-trifluoroethoxy)phenyl]-1-methyl-2,3,6,7-tetrahydropyrrolo[3,4-e][1,4]diazepin-8(1H)-one FC1=CC=C(C=C1)N1C(C=2N(CCN=C(C2C1)C1=C(C=C(C=C1)F)OCC(F)(F)F)C)=O